CN1C(=NC=2C1=NC=C(C2)C(=O)O)NC=2SC1=C(N2)C=CC(=C1)C(F)(F)F 3-Methyl-2-[[6-(trifluoromethyl)-1,3-benzothiazol-2-yl]amino]imidazo[4,5-b]pyridine-6-carboxylic acid